(R)-5-(((3-((2-chloro-3-(3-chloro-2-(3-methoxy-4-(((((R)-5-oxopyrrolidin-2-yl)methyl)amino)methyl)phenyl)pyridin-4-yl)phenyl)amino)-2-fluorobenzyl)amino)methyl)pyrrolidin-2-one ClC1=C(C=CC=C1C1=C(C(=NC=C1)C1=CC(=C(C=C1)CNC[C@@H]1NC(CC1)=O)OC)Cl)NC=1C(=C(CNC[C@H]2CCC(N2)=O)C=CC1)F